(S)-4-(5-(3-((2-(3-carboxypropanoyl)-6-methoxybenzo[b]thiophen-5-yl)oxy)propyl)-4-fluoro-6-methoxybenzo[b]thiophen-2-yl)-2-methyl-4-oxobutanoic acid C(=O)(O)CCC(=O)C1=CC2=C(S1)C=C(C(=C2)OCCCC2=C(C1=C(SC(=C1)C(C[C@@H](C(=O)O)C)=O)C=C2OC)F)OC